C(C)(=O)N[C@H]1C(O)O[C@@H]([C@H]([C@@H]1O[C@@H](C(=O)O)C)O)COC(C)=O N,6-O-diacetylmuramic acid